ClCCN1N=C(C=C1CO)C1=CC=C(C=C1)F [2-(2-chloroethyl)-5-(4-fluorophenyl)pyrazol-3-yl]methanol